trans-2-[(1S,2S)-2-(methoxymethyl)cyclopropyl]-4,4,5,5-tetramethyl-1,3,2-dioxaborolane COC[C@@H]1[C@H](C1)B1OC(C(O1)(C)C)(C)C